1-(2-Methacrylamidoethyl)-3-bromopyridinium chloride [Cl-].C(C(=C)C)(=O)NCC[N+]1=CC(=CC=C1)Br